FC1=C(C(=NC=C1)N)C 4-fluoro-3-methylpyridin-2-amine